(R)-2-(2-((S)-1-(2,3-Difluorobenzyl)-5-oxopyrrolidin-2-yl)acetamido)-3-methyl-N-(methylsulfonyl)butanamide FC1=C(CN2[C@@H](CCC2=O)CC(=O)N[C@@H](C(=O)NS(=O)(=O)C)C(C)C)C=CC=C1F